cyclopropyl-(thiophene) C1(CC1)C=1SC=CC1